ClC=1C=CC(=C(C1)C1=NN2C(=NC=3C=CC=CC3C2=N1)N[C@H]1C(NCCCC1)=O)OC(F)(F)F (3R)-3-({2-[5-chloro-2-(trifluoromethoxy)phenyl][1,2,4]triazolo[1,5-c]quinazolin-5-yl}amino)azepan-2-one